N-[5-ethylsulfonyl-6-[3-methyl-6-(trifluoromethyl)imidazo[4,5-c]pyridin-2-yl]-3-pyridinyl]-N-methyl-3-methylsulfanyl-propionamide C(C)S(=O)(=O)C=1C=C(C=NC1C1=NC2=C(C=NC(=C2)C(F)(F)F)N1C)N(C(CCSC)=O)C